6-(4-fluorophenyl)-3-methyl-2-(4'-(trifluoromethyl)-[1,1'-biphenyl]-4-yl)quinoline-4-carboxylic acid FC1=CC=C(C=C1)C=1C=C2C(=C(C(=NC2=CC1)C1=CC=C(C=C1)C1=CC=C(C=C1)C(F)(F)F)C)C(=O)O